2-(2,6-dimethylpyridin-4-yl)-3-isopropyl-5-(1,2,2,6,6-pentamethyl-1,2,3,6-tetrahydropyridin-4-yl)-1H-indole CC1=NC(=CC(=C1)C=1NC2=CC=C(C=C2C1C(C)C)C=1CC(N(C(C1)(C)C)C)(C)C)C